C(C)(=O)N1[C@@H](CN(C[C@@H]1C)C(C(=C)F)=O)C1=CC(=NC(=C1)Cl)C1=CC(=NC=N1)C(=O)NC 6-(4-((2R,6S)-1-acetyl-4-(2-fluoroacryloyl)-6-methylpiperazin-2-yl)-6-chloropyridin-2-yl)-N-methylpyrimidine-4-carboxamide